5-[(2R)-4-fluoro-6-hydroxy-2-{[(2-methylbutyl)amino]methyl}-2,3-dihydro-1-benzofuran-5-yl]-1λ6,2,5-thiadiazolidine-1,1,3-trione FC1=C(C(=CC2=C1C[C@@H](O2)CNCC(CC)C)O)N2CC(NS2(=O)=O)=O